(1H-imidazol-2-yl)pyrimidin N1C(=NC=C1)C1=NC=CC=N1